N-[(1S)-2-hydroxy-1-methyl-ethyl]carbamic acid tert-butyl ester C(C)(C)(C)OC(N[C@H](CO)C)=O